8-amino-6-(4-methylpyridin-3-yl)-2,7-naphthyridine NC=1N=C(C=C2C=CN=CC12)C=1C=NC=CC1C